C[C@H](C1=CN=C2C(=N1)C(=O)NC(=N2)N)NC3=CC=C(C=C3)C[C@@H]([C@@H]([C@@H](CO[C@@H]4[C@@H]([C@@H]([C@H](O4)COP(=O)(O)O[C@@H](CCC(=O)O)C(=O)N[C@@H](CCC(=O)O)C(=O)N[C@@H](CC(=O)O)C(=O)O)O)O)O)O)O The molecule is a pterin derivative that is an aspartyl derivative of sarcinapterin with a 7-proton instead of a 7-methyl group in the methanopterin moiety. It derives from a sarcinapterin. It is a conjugate acid of a tatiopterin(5-).